O=S1(OCCN1)=O 2,2-dioxido-1,2,3-oxathiazolidine